4-acetoxy-2-(triisopropylphenyl-siloxy)styryl-1,3-benzenediol acetate C(C)(=O)OC1=C(C(=CC=C1)O)C=CC1=C(C=C(C=C1)OC(C)=O)O[SiH2]C1=C(C(=C(C=C1)C(C)C)C(C)C)C(C)C